O[C@H](C)C1=C2N=CC=NC2=C(C=C1CNC(C=C)=O)C1=CC=C(C=C1)OC(F)(F)F (R)-N-((5-(1-Hydroxyethyl)-8-(4-(trifluoromethoxy)phenyl)quinoxalin-6-yl)methyl)acrylamide